4-(4-amino-3-fluorophenyl)piperazine-1-carboxylic acid tert-butyl ester C(C)(C)(C)OC(=O)N1CCN(CC1)C1=CC(=C(C=C1)N)F